N-(2-Amino-3-(trifluoromethyl)phenyl)-6-(ethylamino)-4-(1-methyl-4-(4-methyl-4H-1,2,4-triazol-3-yl)-1H-pyrazol-5-yl)picolinamide NC1=C(C=CC=C1C(F)(F)F)NC(C1=NC(=CC(=C1)C1=C(C=NN1C)C1=NN=CN1C)NCC)=O